lithium phosphosulfur iodine [I].P(=O)(=O)[S].[Li]